BrC=1C=C(N(N1)C1(CC1)C(F)F)C1=NC2=C(C(O1)=O)C=C(C=C2C)Cl 2-[5-bromo-2-[1-(difluoromethyl)cyclopropyl]pyrazol-3-yl]-6-chloro-8-methyl-3,1-benzoxazin-4-one